7-(chloromethyl)-3,5-dihydrofuro[3,4-c]quinolin-4(1H)-one ClCC=1C=CC=2C3=C(C(NC2C1)=O)COC3